ClC=1C=CC(=C(C1)C1=NN(C=C1NC(=O)C=1C=NN2C1N=CC=C2)CC(=O)NN(C)C)OC N-(3-(5-chloro-2-methoxyphenyl)-1-(2-(2,2-dimethylhydrazinyl)-2-oxoethyl)-1H-pyrazol-4-yl)pyrazolo[1,5-a]pyrimidine-3-carboxamide